C1=CC=C(C=C1)C[C@@H](C(=O)[O-])NC(=O)CCl The molecule is an N-acyl-L-alpha-amino acid anion that is the conjugate base of N-chloroacetyl-L-phenylalanine, arising from the deprotonation of the carboxy group; major species at pH 7.3.